Methyl 2-[[2-(4-methoxyphenyl)-2-phenyl-ethyl]-prop-2-ynoyl-amino]acetate COC1=CC=C(C=C1)C(CN(CC(=O)OC)C(C#C)=O)C1=CC=CC=C1